C1(=CC=CC=2C3=CC=CC=C3NC12)N(C1=CC=CC=C1)P1(=NP(=NP(=N1)(N(C1=CC=CC=C1)C1=CC=CC=2C3=CC=CC=C3NC12)N(C1=CC=CC=C1)C1=CC=CC=2C3=CC=CC=C3NC12)(N(C1=CC=CC=C1)C1=CC=CC=2C3=CC=CC=C3NC12)N(C1=CC=CC=C1)C1=CC=CC=2C3=CC=CC=C3NC12)N(C1=CC=CC=C1)C1=CC=CC=2C3=CC=CC=C3NC12 hexa(carbazolylanilino)cyclotriphosphazene